CC(CCCC(=O)NC1=C(C(=C(C(=C1F)F)C(F)(F)F)F)F)C 5-methyl-N-(2,3,5,6-tetrafluoro-4-(trifluoromethyl)phenyl)hexanamide